BrC=1C=C(C(=NC1)NC1=C(C=CC(=C1)F)Cl)N 5-bromo-N2-(2-chloro-5-fluorophenyl)pyridine-2,3-diamine